Methyl O-acetyl-N-(O-acetyl-N-(2-(3-((tertbutoxy carbonyl)amino)bicyclo[1.1.1]pentan-1-yl)thiazole-4-carbonyl)-L-seryl)-L-serinate C(C)(=O)OC[C@H](NC([C@@H](NC(=O)C=1N=C(SC1)C12CC(C1)(C2)NC(=O)OC(C)(C)C)COC(C)=O)=O)C(=O)OC